2-[(2-{4-[2-(dimethylamino)ethoxy]pyridin-2-yl}-7,7-dimethyl-5H,6H,7H-cyclopenta[d]pyrimidin-4-yl)(methyl)amino]-N-(propan-2-yl)acetamide CN(CCOC1=CC(=NC=C1)C=1N=C(C2=C(N1)C(CC2)(C)C)N(CC(=O)NC(C)C)C)C